O=C1N(N=CC=C1OCC(=O)O)CC(F)(F)F {[3-oxo-2-(2,2,2-trifluoroethyl)-2,3-dihydropyridazin-4-yl]oxy}acetic acid